NC=1C=2N(C=CN1)C(=NC2C2=C(C=C(C(=O)NC1=NC=CC(=C1)C(F)(F)F)C=C2)OCC)C2CN1C(C3C(C1CC2)C3)=O 4-(8-Amino-3-(2-oxooctahydro-1H-cyclopropa[a]indolizin-5-yl)imidazo[1,5-a]pyrazin-1-yl)-3-ethoxy-N-(4-(trifluoromethyl)pyridin-2-yl)benzamid